4-((3-Amino-3-methylbutyl)amino)-2-(2,6-dioxopiperidin-3-yl)isoindoline-1,3-dione NC(CCNC1=C2C(N(C(C2=CC=C1)=O)C1C(NC(CC1)=O)=O)=O)(C)C